tert-butyl 6-[8-(1,3-benzothiazol-2-ylcarbamoyl)-3,4-dihydro-1H-isoquinolin-2-yl]-3-[2-methyl-3-(8-oxooctoxy)phenyl]pyridine-2-carboxylate S1C(=NC2=C1C=CC=C2)NC(=O)C=2C=CC=C1CCN(CC21)C2=CC=C(C(=N2)C(=O)OC(C)(C)C)C2=C(C(=CC=C2)OCCCCCCCC=O)C